7-(1-ethyl-1,2,3,6-tetrahydropyridin-4-yl)-2-(2-methyl-1,3-benzothiazol-6-yl)-4H-pyrido[1,2-a]pyrimidin-4-one C(C)N1CCC(=CC1)C=1C=CC=2N(C(C=C(N2)C2=CC3=C(N=C(S3)C)C=C2)=O)C1